N1(N=CC=C1)C1=CC=C(CC2=CC(=NC(=C2C)C2=NN(C=C2)C)C(=O)N[C@@H]2[C@H](CC2)O)C=C1 4-(4-(1H-pyrazol-1-yl)benzyl)-N-((1S,2S)-2-hydroxycyclobutyl)-5-methyl-6-(1-methyl-1H-pyrazol-3-yl)picolinamide